N,N-diethyl-1,4-diaminopentane C(C)N(CCCC(C)N)CC